OC1CN(CCC1)C(=O)OC(C)(C)C tert-butyl 3-hydroxy-piperidine-1-carboxylate